CC1=C(C=CC(=C1)B1OC(C(O1)(C)C)(C)C)N=S1(CCCCC1)=O 1-((2-methyl-4-(4,4,5,5-tetramethyl-1,3,2-dioxaborolan-2-yl)phenyl)imino)hexahydro-1λ6-thiopyran-1-oxide